R-2-(((R)-3-mercapto-2-(methylamino)propyl)amino)-3-(methylamino)propane-1-thiolate SC[C@@H](CN[C@@H](C[S-])CNC)NC